FC(C=1C=C(C=C(C1)C(F)(F)F)C1=NN(C=N1)\C=C/C(=O)N1N(CCC1)C(CN(C)C)=O)(F)F (Z)-3-(3-(3,5-bis(trifluoromethyl)phenyl)-1H-1,2,4-triazol-1-yl)-1-(2-(dimethylglycyl)pyrazolidin-1-yl)prop-2-en-1-one